[Fe].[Si].[V] vanadium-silicon iron